OC=1C(=NC=CC1OC)C(=O)N[C@H](C(=O)ON(C(C1=CC=C(C=C1)C(F)(F)F)C1=CC=CC=C1)C)C [methyl-[phenyl-[4-(trifluoromethyl)phenyl] methyl]amino] (2S)-2-[(3-hydroxy-4-methoxy-pyridine-2-carbonyl) amino]propanoate